OC1=CC2=C(SC(=C2C)C(CC(C(=O)O)C)=O)C=C1OC 4-(5-hydroxy-6-methoxy-3-methylbenzo[b]thiophen-2-yl)-2-methyl-4-oxobutanoic acid